5-Bromo-1-methyl-3-(5-methyl-4,5,6,7-tetrahydrothiazolo[5,4-c]pyridin-2-ylamino)pyridin-2(1H)-one BrC=1C=C(C(N(C1)C)=O)NC=1SC=2CN(CCC2N1)C